5,6-difluoro-3-[4-methyl-2H,3H-pyrido[3,2-b][1,4]oxazin-6-yl]-1H-indazole FC=1C=C2C(=NNC2=CC1F)C=1C=CC=2OCCN(C2N1)C